COCCOCCOCCOCCOCCCNCCNCCCCCNCCCCCC(=O)[O-] 2,5,8,11,14-pentaoxa-18,21,27-triazatritriacontan-33-oate